C(C)(C)[Si](O[C@H]1[C@@H](N(CC1)C(=O)OCC1=CC=CC=C1)C(=O)OC)(C(C)C)C(C)C 1-benzyl 2-methyl (2R,3R)-3-((triisopropylsilyl)oxy)pyrrolidine-1,2-dicarboxylate